1-methyl-piperidine-4-carbonitrile CN1CCC(CC1)C#N